sodium lauryltaurate C(CCCCCCCCCCC)NCCS(=O)(=O)[O-].[Na+]